(4-bromo-3-oxo-1-thioxo-isoindolin-2-yl)acetic acid ethyl ester C(C)OC(CN1C(C2=CC=CC(=C2C1=O)Br)=S)=O